OCCCCOC1=CC=C(C(=O)C2=CC=C(C=C2)C(\C=C\C2=CC=CC=C2)=O)C=C1 (E)-1-[4-[4-(4-Hydroxybutoxy)benzoyl]phenyl]-3-phenylprop-2-en-1-one